ClC=1C=C2C(=C3C4(NC(NC13)=O)CCCCC4)OC(=C2)CN2CCN(CC2)C(C)C 5'-chloro-2'-{[4-(propan-2-yl)piperazin-1-yl]methyl}-7',8'-dihydro-6'H-spiro[cyclohexane-1,9'-furo[2,3-f]quinazoline]-7'-one